O=C1NC(CCC1N1C(C2=CC=CC(=C2C1)C#CCCCCN1CCN(CC1)C1=CC=C(N=N1)C(=O)N1CCC(CC1)CCCCNC(\C=C\C=1C=NC=CC1)=O)=O)=O (E)-N-(4-(1-(6-(4-(6-(2-(2,6-dioxopiperidin-3-yl)-1-oxoisoindoline-4-yl)hex-5-yn-1-yl)piperazin-1-yl)pyridazin-3-carbonyl)piperidin-4-yl)butyl)-3-(pyridin-3-yl)acrylamide